OCCCCCCCCCC#CC1=C(C=C(C=C1)C=1C=CC(NN1)=O)C(F)(F)F 6-(4-(11-hydroxyundecane-1-yn-1-yl)-3-(trifluoromethyl)phenyl)pyridazine-3(2H)-one